3-(3,4-Difluorophenyl)-1-(2-hydroxyphenyl)-2-propen-1-one FC=1C=C(C=CC1F)C=CC(=O)C1=C(C=CC=C1)O